5-(6-chloro-5-methoxypyridin-3-yl)-2,2-dimethylcyclopentylamine ClC1=C(C=C(C=N1)C1CCC(C1N)(C)C)OC